(90O)methanol C[90OH]